S(=O)(=O)=NC(=O)C=1C(N=NN1)=O sulfonylaminocarbonyl-triazolone